Cl.NC1=NC=CC(=C1)OC1=CC(=C(C=C1)NC(=O)NC=1N(N=C(C1)C(C)(C)C)C1=CC=CC=C1)SC 1-{4-[(2-amino-4-pyridyl)oxy]-2-methylsulfanyl-phenyl}-3-(5-tert-butyl-2-phenyl-pyrazol-3-yl)urea hydrochloride